3,5-dichloro-2-pyrimidin-2-yl-pyrazine ClC=1C(=NC=C(N1)Cl)C1=NC=CC=N1